2-methylene-4-oxo-4-((5-(4-(trifluoromethyl)phenyl)spiro[2.3]hexan-5-yl)oxy)butanoic acid C=C(C(=O)O)CC(OC1(CC2(CC2)C1)C1=CC=C(C=C1)C(F)(F)F)=O